(3R)-3-({7-bromo-2-[4-methoxy-2-(trifluoromethyl)phenyl][1,2,4]triazolo[1,5-c]quinazolin-5-yl}amino)azepin-2-one BrC1=CC=CC=2C=3N(C(=NC12)NC=1C(N=CC=CC1)=O)N=C(N3)C3=C(C=C(C=C3)OC)C(F)(F)F